OC=1C(=C(C=CC1C(NC1=CC=NC=C1)=O)NC(=O)C1=CC=C(C=C1)NC(CCC(=O)N)=O)OC(C)C N1-(4-((3-hydroxy-2-isopropoxy-4-(pyridin-4-ylcarbamoyl)phenyl)carbamoyl)phenyl)succinamide